P(=O)(OCC1=CC=CC=C1)(OCC1=CC=CC=C1)OCC=1N(C2=C(C=NC(=C2C(C1)=O)OCC1OC(OC1)(C)C)Cl)C1=C(C=CC=C1Cl)Cl dibenzyl ((8-chloro-1-(2,6-dichlorophenyl)-5-((2,2-dimethyl-1,3-dioxolan-4-yl) methoxy)-4-oxo-1,4-dihydro-1,6-naphthyridin-2-yl) methyl) phosphate